C(C=C)OC1=C(C=CC(=C1)F)N1CN(C(C2=CC=C(C=C12)C(F)(F)F)=O)C=1C(=NC(=CC1)OC)CCC=C (2-(allyloxy)-4-fluorophenyl)-3-(2-(but-3-en-1-yl)-6-methoxypyridin-3-yl)-7-(trifluoromethyl)-2,3-dihydroquinazolin-4(1H)-one